C(=CC)ON1P(=NPNP1(F)(F)F)(F)F 3-propenyloxypentafluoro-cyclotriphosphazene